FC1=CC(=C(C=C1)C1=NC=C(C=C1C1=NN2C(CN(CC2)C(=O)OC(C)(C)C)=C1)C=1C=NN(C1)C)OCCOC tert-butyl 2-[2-[4-fluoro-2-(2-methoxyethoxy) phenyl]-5-(1-methylpyrazol-4-yl)-3-pyridinyl]-6,7-dihydro-4H-pyrazolo[1,5-a]pyrazine-5-carboxylate